C(C1=CC=CC=C1)C1=CN(C2=CC(=CC=C12)S(=O)(=O)NC1(CC1)C)C=1SC(=NN1)C 3-benzyl-N-(1-methylcyclopropyl)-1-(5-methyl-1,3,4-thiadiazol-2-yl)indole-6-sulfonamide